(5-((7-fluoro-2,3-dihydrobenzo[b][1,4]dioxin-5-yl)amino)-7-(methylamino)pyrazolo[1,5-a]pyrimidin-3-yl)(5-oxa-6-azaspiro[2.4]heptan-6-yl)methanone FC=1C=C(C2=C(OCCO2)C1)NC1=NC=2N(C(=C1)NC)N=CC2C(=O)N2OCC1(CC1)C2